COC1=C(C=NC=C1)N1N=C2C(=CC1=O)NN=C2C2=CC=C(C=C2)N2CCN(CC2)C 5-(4-methoxypyrid-3-yl)-3-(4-(4-methylpiperazin-1-yl)phenyl)-1H-pyrazolo[4,3-c]pyridazin-6(5H)-one